7-bromo-2-chloro-5-(2-((2-(dimethylamino)ethyl)amino)ethoxy)-6,8-difluoroquinazolin-4(3H)-one BrC1=C(C(=C2C(NC(=NC2=C1F)Cl)=O)OCCNCCN(C)C)F